COC1=CC=C2C(NC(=NC2=C1)N1N=C(C=C1C1=C(C(=O)N)C=CC=C1C)C)=O (1-(7-methoxy-4-oxo-3,4-dihydro-quinazolin-2-yl)-3-methyl-1H-pyrazol-5-yl)-3-methylbenzamide